[Br-].FC(C1=C(C[N+](CC=C)(CC=C)CC=C)C=CC=C1)(F)F (2-trifluoromethylbenzyl)triallylammonium bromide